ClC1=C(C(=CC=C1F)Cl)[C@@H](C)OC=1C=C(C=NC1N)C=1C=NC(=CC1OC)N1[C@H](CNCC1)C 5-((R)-1-(2,6-dichloro-3-fluorophenyl)ethoxy)-4'-methoxy-6'-((S)-2-methylpiperazine-1-yl)-3,3'-bipyridine-6-amine